OC=1C(OC(C1C)C)=O 3-hydroxy-4,5-dimethyl-2(5H)furanone